N-[4-[1-(4-chlorophenyl)-1-methyl-prop-2-ynyl]thiazol-2-yl]-1H-benzimidazole-5-carboxamide ClC1=CC=C(C=C1)C(C#C)(C)C=1N=C(SC1)NC(=O)C1=CC2=C(NC=N2)C=C1